methyl (1S,3S)-1-((4-bromo-5-fluoropyridin-2-yl)methyl)-3-(methylsulfonamido)cyclopentane-1-carboxylate BrC1=CC(=NC=C1F)C[C@]1(C[C@H](CC1)NS(=O)(=O)C)C(=O)OC